CS(=O)(=O)C1=CC=C(OCC(=O)O[C@]2(CCC3C4CCC5=CC(CCC5C4CC[C@]23CC)=O)C#C)C=C1 (13S,17R)-13-ethyl-17-ethynyl-3-oxo-2,3,6,7,8,9,10,11,12,13,14,15,16,17-tetradecahydro-1H-cyclopenta[a]phenanthren-17-yl [4-(methanesulfonyl)phenoxy]acetate